[2-[(E)-[1,3-benzothiazol-2-yl(hexyl)hydrazono]methyl]-4-(4-butylcyclohexanecarbonyl)oxy-phenyl] 4-(6-prop-2-enoyloxyhexoxy)benzoate C(C=C)(=O)OCCCCCCOC1=CC=C(C(=O)OC2=C(C=C(C=C2)OC(=O)C2CCC(CC2)CCCC)/C=N/N(CCCCCC)C=2SC3=C(N2)C=CC=C3)C=C1